OCCC=1C=C(C=CC1)S(=O)(=O)O meta-hydroxyethyl-benzenesulfonic acid